OC1=C(C=NCC(C)N=CC2=C(C=CC=C2)O)C=CC=C1 N,N'-bis(ortho-hydroxybenzylidene)-1,2-diaminopropane